C1(CC1)C1=C(C(=NO1)C1=C(C=CC=C1)OC(F)(F)F)COC1C[C@H]2CC[C@@H](C1)N2C=2SC1=C(N2)C(=CC(=C1)P(O)(O)=O)F (2-((1R,5S)-3-((5-cyclopropyl-3-(2-(trifluoromethoxy)phenyl)isoxazol-4-yl)methoxy)-8-azabicyclo[3.2.1]octan-8-yl)-4-fluorobenzo[d]thiazol-6-yl)phosphonic acid